C(CN(CC(=O)O)CC(=O)O)N(CC(=O)O)CC(=O)O.C(C)(=O)ON(CCN(OC(C)=O)OC(C)=O)OC(C)=O ethylenediamine tetraacetate (ethylenediamine tetraacetate)